C1(CCC2=CC=CC=C12)NC(\C=C\C1=C(C=C2C=NNC2=C1)F)=O (E)-N-(2,3-Dihydro-1H-inden-1-yl)-3-(5-fluoro-1H-indazol-6-yl)acrylamid